N-((2S)-1,1-dicyclopropyl-3-oxo-3-((2-((S)-2-oxo-4-(trifluoromethyl)imidazolidin-1-yl)-2,3-dihydro-1H-inden-5-yl)amino)propan-2-yl)-1-methyl-1H-pyrazole-5-carboxamide C1(CC1)C([C@@H](C(NC=1C=C2CC(CC2=CC1)N1C(N[C@@H](C1)C(F)(F)F)=O)=O)NC(=O)C1=CC=NN1C)C1CC1